[C].COC([C@@H](N)CS)=O L-cysteine methyl ester carbon